C1(=CC=CC=C1)CS(=O)(=O)F PHENYL-METHANEsulphonyl fluoride